ClC=1C=C(C=CC1OCCN(CC)CC)NC1=NC=C(C(=N1)NC=1C=CC2=C(NC(O2)=O)C1)C 5-{2-[3-Chloro-4-(2-diethylamino-ethoxy)-phenylamino]-5-methyl-pyrimidin-4-ylamino}-3H-benzooxazol-2-one